1,3,3-trimethylbicyclo[2.2.1]heptan-2-one CC12C(C(C(CC1)C2)(C)C)=O